(R)-tert-butyl 2-(6-cyano-1-(2-(2-methoxyphenyl)-2-((tetrahydro-2H-pyran-4-yl) oxy) ethyl)-5-methyl-2,4-dioxo-1,2-dihydrothieno[2,3-d]pyrimidin-3(4H)-yl)-2-methylpropanoate C(#N)C1=C(C2=C(N(C(N(C2=O)C(C(=O)OC(C)(C)C)(C)C)=O)C[C@H](OC2CCOCC2)C2=C(C=CC=C2)OC)S1)C